OC1=C(C(=CC(=C1)C(F)(F)F)C)C1=CC=C(N=N1)N1C[C@H](OCC1)CC#N 2-[(2R)-4-[6-[2-hydroxy-6-methyl-4-(trifluoromethyl)phenyl]pyridazin-3-yl]morpholin-2-yl]acetonitrile